tert-butyl 8-methyl-7-(2-{[2-(morpholin-4-yl)pyridin-4-yl]amino}-5H,6H,7H,8H-pyrido[3,4-d]pyrimidin-7-yl)-1H,2H,3H-pyrido[2,3-b][1,4]oxazine-1-carboxylate CC1=C(C=NC=2OCCN(C21)C(=O)OC(C)(C)C)N2CC=1N=C(N=CC1CC2)NC2=CC(=NC=C2)N2CCOCC2